FC=1C=C(C=C(C1)F)NC(NC1=C(C(=O)NCCC)C=CC(=C1)OC)=O 2-[3-(3,5-difluorophenyl)ureido]-4-methoxy-N-propylbenzamide